(R)-2-((4-(2-(4-chloro-2-methoxyphenyl)-4-fluoro-2H-chromen-8-yl)piperidin-1-yl)methyl)-1-((1-(fluoromethyl)cyclopropyl)methyl)-1H-benzo[d]imidazole-6-carboxylic acid ClC1=CC(=C(C=C1)[C@@H]1OC2=C(C=CC=C2C(=C1)F)C1CCN(CC1)CC1=NC2=C(N1CC1(CC1)CF)C=C(C=C2)C(=O)O)OC